O(C1=CC=CC=C1)CCN(CC[C@@H](C(=O)O)NC([C@@H](C)C1=CC=CC=C1)=O)CCCCC1=NC=2NCCCC2C=C1 (S)-4-((2-phenoxyethyl)(4-(5,6,7,8-tetrahydro-1,8-naphthyridin-2-yl)butyl)amino)-2-((S)-2-phenylpropanamido)butanoic acid